CC=1C=CC(=C(C1)O)C1=NN=C(C=2N1C=CN2)N[C@H]2CNCCC2 (R)-5-methyl-2-(8-(piperidin-3-ylamino)imidazo[1,2-d][1,2,4]triazin-5-yl)phenol